N-{4-[3-Anilino-4-oxo-5-(2,2,2-trifluoroethyl)-4,5,6,7-tetrahydro-1H-pyrrolo[3,2-c]pyridin-2-yl]pyridin-2-yl}-2-(4-fluorophenyl)propanamid N(C1=CC=CC=C1)C1=C(NC2=C1C(N(CC2)CC(F)(F)F)=O)C2=CC(=NC=C2)NC(C(C)C2=CC=C(C=C2)F)=O